2-((3-cyano-4,6-bis(trifluoromethyl)pyridin-2-yl)-amino)-N-(2-cyano-4-fluorophenyl)-N-methylacetamide C(#N)C=1C(=NC(=CC1C(F)(F)F)C(F)(F)F)NCC(=O)N(C)C1=C(C=C(C=C1)F)C#N